8-Bromo-3-nitroquinolin-4-ol BrC=1C=CC=C2C(=C(C=NC12)[N+](=O)[O-])O